[Au].[Mg].[Ni] nickel-magnesium-gold